FC(C=1C=CC=2N(N1)C(=CN2)C2=CC(=NC=N2)N2CC(OC1(CC1)C2)CO)F (7-(6-(6-(Difluoromethyl)imidazo[1,2-b]pyridazin-3-yl)pyrimidin-4-yl)-4-oxa-7-azaspiro[2.5]octan-5-yl)methanol